BrC1=CC=C(C=C1)C1C2=CC=CC=C2C2=NC(=CC(=C21)C(F)(F)F)C 5-(4-Bromophenyl)-2-methyl-4-(trifluoromethyl)-5H-indeno[1,2-b]pyridine